(1r,4r)-5'-bromo-4-(3-bromoanilino)-1'-methyl-2'-oxo-1',2'-dihydrospiro[cyclohexane-1,3'-indole]-4-carboxylic acid BrC=1C=C2C3(C(N(C2=CC1)C)=O)CCC(CC3)(C(=O)O)NC3=CC(=CC=C3)Br